FC=1C=C2C(=NC(=NC2=C(C1C1=CC(=NC(=C1C(F)(F)F)C)N)F)OCC1(CC1)CN1CCOCC1)N1C[C@@]2(CC[C@H](C1)N2)C 4-(6,8-difluoro-4-((1S,5R)-1-methyl-3,8-diazabicyclo[3.2.1]octan-3-yl)-2-((1-(morpholinomethyl)cyclopropyl)methoxy)quinazolin-7-yl)-6-methyl-5-(trifluoromethyl)pyridin-2-amine